C(C(C)C)N1[C@H](CC1)COC1=C(N(N=C1)C)C1=CC=2N(C=C1)N=C(C2)NC(=O)C2CC2 N-[5-[4-[[(2R)-1-isobutylazetidin-2-yl]methoxy]-2-methyl-pyrazol-3-yl]pyrazolo[1,5-a]pyridin-2-yl]cyclopropanecarboxamide